ClC1=CC=C(C=C1)NC1=NC(=NC2=CC=C(C=C12)C=1C(=NOC1C)C)N1CCN(CC1)CCN(C)C N-(4-chlorophenyl)-2-(4-(2-(dimethylamino)ethyl)piperazin-1-yl)-6-(3,5-dimethylisoxazol-4-yl)quinazolin-4-amine